Cl.C1=C(C(=CC2=NC3=CC(=C(C=C3N=C12)N)N)N)N 2,3,7,8-phenazinetetramine hydrochloride